4-amino-2,2-dimethylbutyrate NCCC(C(=O)[O-])(C)C